Cl.NC(C(=O)N1CCN(CC1)C(=O)NC1=NC(N(C=C1)C1=CC=C(C=C1)CN(C)[C@@H]1C[C@@H](CC1)N)=O)(C)C 4-(2-Amino-2-methylpropanoyl)-N-(1-(4-((((1S,3R)-3-aminocyclopentyl)(methyl)amino)methyl)phenyl)-2-oxo-1,2-dihydropyrimidin-4-yl)piperazine-1-carboxamide hydrochloride salt